C(#N)[B-](C#N)(C#N)C#N.CN1C=[N+](C=C1)CCCCCCCCCCCCCC 1-methyl-3-tetraDecyl-imidazolium tetracyanoborate